1,1,2-TRIFLUOROETHYLENE FC(=CF)F